NC1=C(C=C(C=C1)N1CC(N(C(C1)C)C(=O)OC(C)(C)C)C)O tert-Butyl 4-(4-amino-3-hydroxyphenyl)-2,6-dimethylpiperazine-1-carboxylate